[C@H]12N(C[C@H](NC1)C2)C2=C(C=C(C=C2)CO)C=2C(=NC(=NC2)C2=C(C=CC=C2OC)F)C(=O)N (2-((1R,4R)-2,5-diazabicyclo[2.2.1]hept-2-yl)-5-(hydroxymethyl)phenyl)-2-(2-fluoro-6-methoxyphenyl)pyrimidine-4-carboxamide